N-(2-bromo-6,7,8,9-tetrahydro-5H-benzo[7]annulen-5-yl)-3-isopropylpyrrolidine-1-carboxamide BrC=1C=CC2=C(CCCCC2NC(=O)N2CC(CC2)C(C)C)C1